7-fluoro-6-[5-(2-hydroxyethoxy)pyrimidin-2-yl]-2-[(4S)-4-[[6-oxo-5-(trifluoromethyl)-1H-pyridazin-4-yl]amino]pentyl]isoquinolin-1-one FC1=C(C=C2C=CN(C(C2=C1)=O)CCC[C@H](C)NC=1C=NNC(C1C(F)(F)F)=O)C1=NC=C(C=N1)OCCO